C(C)(C)(C)OC(=O)N1[C@@H]2[C@H]([C@@H](C[C@H]1CCC2)O)F |r| Rac-(1s,2r,3r,5r)-2-fluoro-3-hydroxy-9-azabicyclo[3.3.1]nonane-9-carboxylic acid tert-butyl ester